N-((3S,5R,8R,9S,10S,12R,13S,14S,17R)-12,14-dihydroxy-10,13-dimethyl-17-(5-oxo-2,5-dihydrofuran-3-yl)hexadecahydro-1H-cyclopenta[a]phenanthren-3-yl)-4-methylpiperazine-1-carboxamide O[C@H]1[C@@]2([C@H](CC[C@@]2([C@@H]2CC[C@@H]3C[C@H](CC[C@@]3([C@H]2C1)C)NC(=O)N1CCN(CC1)C)O)C=1COC(C1)=O)C